FC(C=1C(=NC=CC1)C=1NC(=NN1)S)(F)F 5-(3-trifluoromethylpyridyl)-4H-[1,2,4]-triazole-3-thiol